2-chloro-5H-benzo[B]carbazole ClC=1C=C2C=3C=C4C(=CC3NC2=CC1)C=CC=C4